2,4-dimethoxyphenyl-magnesium bromide COC1=C(C=CC(=C1)OC)[Mg]Br